ClCC1=C(C=CC(=N1)C(C(C(=O)OC(C)(C)C)(C)C)C1=C(C=2N(C=C1)C(=NN2)C(F)(F)F)C)C tert-butyl 3-(6-(chloromethyl)-5-methylpyridin-2-yl)-2,2-dimethyl-3-(8-methyl-3-(trifluoromethyl)-[1,2,4]triazolo[4,3-a]pyridin-7-yl)propanoate